N,N-dimethylazabutan-3-amine dihydrochloride Cl.Cl.CN(C(CN)C)C